FC(C1=CC=C(C=C1)SC=1C=CC(=C2C=CC=NC12)CNC(C=C)=O)(F)F N-{(8-[{4-(trifluoromethyl)phenyl}thio]quinolin-5-yl)methyl}acrylamide